CP(=O)(C)C1=C(C=CC(=C1)C=1C=C2C(=NC1)NC=C2CC)N(C(OC(C)(C)C)=O)C tert-butyl (2-(dimethylphosphoryl)-4-(3-ethyl-1H-pyrrolo[2,3-b]pyridin-5-yl)phenyl)(methyl)carbamate